2,4-bis(isothiocyanatomethyl)norbornane (R)-benzyl-2-(((benzyloxy)carbonyl)amino)-3-(3-fluoro-5-(5-isopropylisothiazol-4-yl)benzamido)propanoate C(C1=CC=CC=C1)OC([C@@H](CNC(C1=CC(=CC(=C1)C=1C=NSC1C(C)C)F)=O)NC(=O)OCC1=CC=CC=C1)=O.N(=C=S)CC1C2CCC(C1)(C2)CN=C=S